CC=1N=C2N(C=CC(=C2)C2=CC=C3C(=N2)SC(=C3)CO)C1 (6-(2-methyl-imidazo[1,2-a]pyridin-7-yl)thieno[2,3-b]pyridin-2-yl)methanol